Diethyl ((4-cyclopropyl-1-(2,6-dichlorophenyl)-1H-pyrazol-5-yl)methyl)phosphonate C1(CC1)C=1C=NN(C1CP(OCC)(OCC)=O)C1=C(C=CC=C1Cl)Cl